CN1[C@@H](CCC1)COC1=CC=C(C=C1)C=1SC(=CN1)CNC(=O)C1=CC2=C(S(C3=C(C(N2)=O)C=CC=C3)(=O)=O)C=C1 (S)-N-((2-(4-((1-methylpyrrolidin-2-yl)methoxy)phenyl)thiazol-5-yl)methyl)-11-oxo-10,11-dihydrodibenzo[b,f][1,4]thiazepine-8-carboxamide 5,5-dioxide